(4-((benzylamino)methyl)-6-(bis(4-methoxybenzyl)amino)-2-butoxypyrimidin-5-yl)carbamic acid tert-butyl ester C(C)(C)(C)OC(NC=1C(=NC(=NC1N(CC1=CC=C(C=C1)OC)CC1=CC=C(C=C1)OC)OCCCC)CNCC1=CC=CC=C1)=O